O=C1OCCN1S(=O)(=O)N 2-oxo-oxazolidine-3-sulfonamide